ClC1=CC=2N(C=C1)C=NC2CNC(=O)C=2C(=NN(C2)CC=2N=C1N(C=C(C=C1)C1CC1)C2)C2CC2 N-((7-chloroimidazo[1,5-a]pyridin-1-yl)methyl)-3-cyclopropyl-1-((6-cyclopropylimidazo[1,2-a]pyridin-2-yl)methyl)-1H-pyrazole-4-carboxamide